trans-isopropyl 4-((6-(5-(hydroxymethyl)-1-methyl-1H-1,2,3-triazol-4-yl)-2-methylpyridin-3-yl)oxy)tetrahydro-2H-pyran-2-carboxylate OCC1=C(N=NN1C)C1=CC=C(C(=N1)C)O[C@H]1C[C@@H](OCC1)C(=O)OC(C)C